OCCS(=O)(=O)NC1=CC(=C(C(=O)NC2=CC=CC3=C2N=C2N3CCCC2)C=C1)N1CCC2(CC2)CC1 4-(2-hydroxyethanesulfonylamino)-2-(6-azaspiro[2.5]oct-6-yl)-N-(benzo[4,5]imidazo[1,2-a]piperidin-6-yl)benzamide